N-[2-(pyridin-3-yl)-1,3-benzoxazol-5-yl]-1-benzofuran-2-carboxamide N1=CC(=CC=C1)C=1OC2=C(N1)C=C(C=C2)NC(=O)C=2OC1=C(C2)C=CC=C1